C(C)(C)(C)[Si](OCCCCOC=1N(N=CC1B1OC(C(O1)(C)C)(C)C)C)(C)C tert-butyl-dimethyl-[4-[2-methyl-4-(4,4,5,5-tetramethyl-1,3,2-dioxaborolan-2-yl)pyrazol-3-yl]oxybutoxy]silane